C(C)(C)(C)OC(NC1=C(C(=CC=C1)CC=1C(OC2=CC(=CC=C2C1C)OC1=NC=CC=C1F)=O)OC)=O N-[3-[[7-[(3-fluoro-2-pyridinyl)oxy]-4-methyl-2-oxo-chromen-3-yl]methyl]-2-methoxy-phenyl]carbamic acid tert-butyl ester